2-((2-bromopyridin-4-yl)oxy)ethan-1-ol BrC1=NC=CC(=C1)OCCO